benzyl 4-((4-(3-(2,6-bis(benzyloxy)pyridin-3-yl)-1-methyl-1H-indazol-6-yl)-2,2-dimethylpiperazin-1-yl)methyl)piperidine-1-carboxylate C(C1=CC=CC=C1)OC1=NC(=CC=C1C1=NN(C2=CC(=CC=C12)N1CC(N(CC1)CC1CCN(CC1)C(=O)OCC1=CC=CC=C1)(C)C)C)OCC1=CC=CC=C1